COC1=NC=CC(=C1N1CCC(CC1)N1C(N(C=2C(C1)=CN(N2)C)CC2=NC=CC=C2C(F)(F)F)=O)C 5-(2'-methoxy-4'-methyl-3,4,5,6-tetrahydro-2H-[1,3']bipyridinyl-4-yl)-2-methyl-7-(3-trifluoromethyl-pyridin-2-ylmethyl)-2,4,5,7-tetrahydro-pyrazolo[3,4-d]pyrimidin-6-one